8-amino-3-(1-(4-(dimethylamino)but-2-enoyl)pyrrolidin-2-yl)imidazo[1,5-a]Pyridine NC=1C=2N(C=CC1)C(=NC2)C2N(CCC2)C(C=CCN(C)C)=O